CC(=CCC=1C(=C(C(=CC1O)CCCCC)C(=O)N1CCN(CC1)S(=O)(=O)C)O)CCC=C(C)C (3-(3,7-dimethylocta-2,6-dien-1-yl)-2,4-dihydroxy-6-pentylphenyl)(4-(methylsulfonyl)piperazin-1-yl)methanone